ClC1=NC=CC(=C1)C#CC=1N=C(N(C1)C1=CC=C(C=C1)F)C 2-Chloro-4-[1-(4-fluorophenyl)-2-methyl-1H-imidazol-4-ylethynyl]-pyridine